1-(1-Phenylvinyl)-1H-pyrrole-2-carboxylic acid ethyl ester C(C)OC(=O)C=1N(C=CC1)C(=C)C1=CC=CC=C1